C(C1=CC=CC=C1)O[C@H]1[C@@H](O[C@@H]([C@H]([C@@H]1OCC1=CC=CC=C1)OCC1=CC=CC=C1)COC(C1=CC=CC=C1)(C1=CC=CC=C1)C1=CC=CC=C1)C1=CC(=C(C=C1)Cl)CC1=CC=C(C=C1)OCC (2S,3S,4R,5R,6R)-3,4,5-tris(benzyloxy)-2-(4-chloro-3-(4-ethoxybenzyl)phenyl)-6-((triphenylmethoxy)methyl)tetrahydro-2H-pyran